6-bromo-N-(3-chloropropyl)hexanamide nickel [Ni].BrCCCCCC(=O)NCCCCl